C(C#CC)N1C(CCC1)C=1C=C(C=C2C=NC=NC12)C1=C(C=C(C(=O)NC2=NC=CC=C2)C=C1)Cl 4-(8-(1-(but-2-ynyl)pyrrolidin-2-yl)quinazolin-6-yl)-3-chloro-N-(pyridin-2-yl)benzamide